COC=1N=C2C(=CC=NC2=CC1OC)OC1=C(C=C(C=C1F)NC(=O)C=1C(N(C(=CC1)C1CC1)C=1C=NC(=CC1C)OC)=O)F N-[4-(6,7-dimethoxy-1,5-diaza-4-naphthyloxy)-3,5-difluorophenyl]-6-cyclopropyl-6'-methoxy-4'-methyl-2-oxo-1,2-dihydro[1,3'-bipyridyl]-3-carboxamide